COC1=CC=C(C=C1)C1=CC(=NS1)C1=CC=CC=C1 5-(4-methoxyphenyl)-3-phenylisothiazole